[N+](=O)([O-])[O-].[NH4+] AMMONIUM NITRAT